N1(N=CC=C1)CCCCNC(=O)C1=NOC(=C1)C1=CSC=C1 N-(4-(1H-pyrazol-1-yl)butyl)-5-(thiophen-3-yl)isoxazole-3-carboxamide